FC=1C=C(NC(C)C2=CC(=CN3C2=NC(=CC3=O)N3CCOCC3)C(=O)OC)C=C(C1)F methyl 9-[1-(3,5-difluoroanilino)ethyl]-2-morpholino-4-oxo-pyrido[1,2-a]pyrimidine-7-carboxylate